O=C1OCC=2C(N(C=CC21)C2CCN(CC2)C(=O)OC(C)(C)C)=O tert-butyl 4-(1,4-dioxo-1,4-dihydrofuro[3,4-c]pyridin-5(3H)-yl)piperidine-1-carboxylate